FC1=CC=C(C=C1)/C=C/B(O)O trans-2-(4-fluorophenyl)vinylboronic acid